C(C)OC(=O)C=1C=2N(N=C(C1)Cl)C=C(N2)C2=C(C=CC=C2)OC 6-chloro-2-(2-methoxyphenyl)imidazo[1,2-b]pyridazine-8-carboxylic acid ethyl ester